(E)-2,2-dimethyl-4-(2-(1-trityl-1H-imidazol-4-yl)benzylidene)dihydrofuran-3(2H)-one CC1(OC\C(\C1=O)=C/C1=C(C=CC=C1)C=1N=CN(C1)C(C1=CC=CC=C1)(C1=CC=CC=C1)C1=CC=CC=C1)C